2,5-hexyndiol CC(C#CC(C)O)O